fluoro-5-ethyl-l-beta-D-arabinofuranosyluracil FC1=C(C(NC(N1)=O)=O)[C@H]1[C@@H](O)[C@H](O)[C@H](O1)C(O)CC